COC=1C=C(C=CC1OC)CC(CC(=O)OC)[C@H]1NCCC2=CC(=C(C=C12)OC)OC (1R)-1-[(3,4-dimethoxyphenyl)-methyl]-1,2,3,4-tetrahydro-6,7-dimethoxy-2-methoxycarbonylethyl-isoquinoline